NC(C(=O)O)[C@@H]1CC[C@@H](CC1)NC cis-α-amino-4-methylamino-cyclohexaneacetic acid